oxybis(benzoic acid) O(C1=C(C(=O)O)C=CC=C1)C1=C(C(=O)O)C=CC=C1